CC=1N=C(C2=C(N1)C1=C(O2)C=CC=C1)N1[C@@H](C[C@@H](C1)NC=1C=NC=CC1)C(=O)O (2S,4S)-1-(2-methylbenzofuro[3,2-d]pyrimidin-4-yl)-4-(pyridin-3-ylamino)pyrrolidine-2-carboxylic acid